CCCCCCCCCCCCCCCCCCCCCCC n-Tricosane